FC1=C(C(=CC=C1)C)[C@H]1C[C@@H](CC1)C1=CC=2C(=NC(=CN2)C)N(C1=O)CC1=NC=CN=C1C 7-((1R,3R)-3-(2-Fluoro-6-methylphenyl)cyclopentyl)-3-methyl-5-((3-methylpyrazin-2-yl)methyl)pyrido[2,3-b]pyrazin-6(5H)-one